C(CC)N1CC=NC=C1 N-propyl-pyrazine